1-(4-chlorophenyl)-2-(5-(hydroxymethyl)-3-nitro-1H-pyrazol-1-yl)ethan-1-ol ClC1=CC=C(C=C1)C(CN1N=C(C=C1CO)[N+](=O)[O-])O